N-[(1S)-1-(2-pyrimidin-2-yl-1,2,4-triazol-3-yl)ethyl]-5-(trifluoromethyl)indoline-1-carboxamide N1=C(N=CC=C1)N1N=CN=C1[C@H](C)NC(=O)N1CCC2=CC(=CC=C12)C(F)(F)F